NC1=CC(=C2NC3(COCC3)CCCCC[C@](C3=NN=C(C1=N2)O3)(O)C(F)(F)F)C(F)(F)F (6R)-17-amino-6,15-bis(trifluoromethyl)spiro[19-oxa-3,4,13,18-tetraazatricyclo[12.3.1.12,5]nonadec-1(18),2,4,14,16-pentaene-12,3'-tetrahydrofuran]-6-ol